C(C(=O)O)(=O)O.ClCCCOC1=CC=C(C=C1)C(CCN(C)C)=O 1-[4-(3-Chloropropoxy)phenyl]-3-(dimethylamino)propan-1-one oxalate